1,3-dihydro-1,3-dimethyl-2H-imidazol-2-one CN1C(N(C=C1)C)=O